4-bromo-5-iodo-1-tetrahydropyran-2-yl-6-(trifluoromethyl)indazole BrC1=C2C=NN(C2=CC(=C1I)C(F)(F)F)C1OCCCC1